N[N+]1=CC(=CC(=C1)OC)Br 1-amino-3-bromo-5-methoxypyridin-1-ium